NCC1(C(C=C(C=C1)C1=CC=CC=C1)S(=O)(=O)C[C@H](COC=1C=C(C=CC1)S(=O)(=O)NC)O)OC 3-((2S)-3-(4-(aminomethyl)-4-methoxybiphenyl-3-ylsulfonyl)-2-hydroxypropoxy)-N-methylbenzenesulfonamide